CC1=CC=C2C(=N1)N(C=C2B2OC(C(O2)(C)C)(C)C)C(=O)OC(C)(C)C tert-butyl 6-methyl-3-(4,4,5,5-tetramethyl-1,3,2-dioxaborolan-2-yl)-1H-pyrrolo[2,3-b]pyridine-1-carboxylate